tert-butyl 3-methoxy-3-[(E)-2-[4-(trifluoromethyl)phenyl]ethenyl]pyrrolidine-1-carboxylate COC1(CN(CC1)C(=O)OC(C)(C)C)\C=C\C1=CC=C(C=C1)C(F)(F)F